2-(diphenylphospholyl)phenolate C1(=CC=CC=C1)C=1C(=C(PC1)C1=C(C=CC=C1)[O-])C1=CC=CC=C1